CNC([C@H](CCCC1=CC=CC=C1)NC(OC(C)(C)C)=O)=O tert-butyl (S)-(1-(methylamino)-1-oxo-5-phenylpentan-2-yl)carbamate